C(C)(C)(C)[C@@H]1CN(CC1)C(=O)NC1=C(C=C(C(=C1)C1=CC(=NC(=C1)N1CCOCC1)C=1C=NN(C1)C)C)F (3R)-3-tert-butyl-N-{2-fluoro-4-methyl-5-[2-(1-methylpyrazol-4-yl)-6-(morpholin-4-yl)pyridin-4-yl]phenyl}pyrrolidine-1-carboxamide